2-(R)-pyrrolidin-3-yl-propionic acid N1CC(CC1)[C@H](C(=O)O)C